C1=CC(=CC=2C3=CC=CC=C3NC12)C(C)C1OC(C(C(O1)=O)=CC1=CC=C(C=C1)N(C)C)=O 2-(1-(9H-carbazol-3-yl)ethyl)-5-(4-(dimethylamino)benzylidene)-1,3-dioxane-4,6-dione